C[Si](C1=NC(=NN1C)C(=O)O)(C)C 5-trimethylsilyl-1-methyl-1H-[1,2,4]triazole-3-carboxylic acid